C(C)(C)(C)OC(=O)NC1=C(C(=O)O[C@H]2[C@@H](O[C@@H]([C@H]([C@@H]2OP(=O)(OCC2=CC=CC=C2)OCC2=CC=CC=C2)O)CO)N2C=CC3=CC=CC=C23)C=CC=C1 (2R,3R,4S,5R,6R)-4-((bis(benzyloxy)phosphoryl)oxy)-5-hydroxy-6-(hydroxymethyl)-2-(1H-indol-1-yl)tetrahydro-2H-pyran-3-yl 2-((tert-butoxycarbonyl)amino)benzoate